CC(C(=O)O)(C)OC1=CC=C(C=C1)CCNC1=CC(=CC=C1)SC 2-methyl-2-(4-(2-((3-(methylthio)phenyl)amino)ethyl)phenoxy)propanoic acid